rac-5-{2-[(2R,5S)-5-Methyl-2-[3-(trifluoromethyl)phenyl]piperidin-1-yl]-2-oxoacetamido}pyridine-3-carboxamide C[C@H]1CC[C@@H](N(C1)C(C(=O)NC=1C=C(C=NC1)C(=O)N)=O)C1=CC(=CC=C1)C(F)(F)F |r|